C(CCC)S(=O)(=O)NC1=CC=C(C=C1)B(O)O 4-(BUTYLSULFONAMIDO)PHENYLBORONIC ACID